C(C)(C)(C)OC(CN1CCN(CC1)C1=CC=C(C=C1)B1OC(C(O1)(C)C)(C)C)=O 2-(4-(4-(4,4,5,5-tetramethyl-1,3,2-dioxaborolan-2-yl)phenyl)piperazin-1-yl)acetic acid tert-butyl ester